C(C)(=O)C1=CN(C2=C(C=C(C=C12)C=1C=NC(=NC1)C)C)CC(=O)N1[C@@H]2C[C@@]2(C[C@H]1C(=O)NC1=NC(=NC=C1C)C(F)(F)F)C (1R,3S,5R)-2-(2-(3-acetyl-7-methyl-5-(2-methylpyrimidin-5-yl)-1H-indol-1-yl)acetyl)-5-methyl-N-(5-methyl-2-(trifluorometh-yl)pyrimidin-4-yl)-2-aza-bicyclo[3.1.0]hexane-3-carboxamide